5-(4-{[8-fluoro-6-hydroxy-7-(1,1,4-trioxo-1λ6,2,5-thiadiazolidin-2-yl)-3,4-dihydroisoquinolin-2(1H)-yl]methyl}-3,5-dimethyl-1H-pyrazol-1-yl)-2,2-dimethylpentanenitrile FC=1C(=C(C=C2CCN(CC12)CC=1C(=NN(C1C)CCCC(C#N)(C)C)C)O)N1S(NC(C1)=O)(=O)=O